C(C)(C)(C)C1=CC=C(C=C1)C=1C=CSC1 4-(4-tert-Butyl-phenyl)-thiophene